1,1,1,3,3,3-Hexafluoropropan-2-yl 4-methyl-4-(N-methyl-5,6,7,8-tetrahydroimidazo[1,2-a]pyrazine-2-carboxamido)piperidine-1-carboxylate CC1(CCN(CC1)C(=O)OC(C(F)(F)F)C(F)(F)F)N(C(=O)C=1N=C2N(CCNC2)C1)C